benzyl (R)-4-(N-((5-cyclohexylpyridin-2-yl)methyl)-1-((perfluorophenyl)sulfonyl)azetidine-2-carboxamido)-2-fluorobenzoate C1(CCCCC1)C=1C=CC(=NC1)CN(C(=O)[C@@H]1N(CC1)S(=O)(=O)C1=C(C(=C(C(=C1F)F)F)F)F)C1=CC(=C(C(=O)OCC2=CC=CC=C2)C=C1)F